C1=CC=CC=2C3=CC=CC=C3N(C12)C1=CC=C(C=C1)C1=CC(=NC=C1)N 4-(4-(9H-carbazol-9-yl)phenyl)pyridin-2-amine